C1(CC1)C1=CC(=NN1)NC1=NC(=NC2=CC=C(C=C12)C#CC1(CCCCC1)F)C(=O)N1CC(N(CC1)C(=O)OC(C)(C)C)C tert-butyl 4-(4-((5-cyclopropyl-1H-pyrazol-3-yl) amino)-6-((1-fluorocyclohexyl) ethynyl) quinazoline-2-carbonyl)-2-methylpiperazine-1-carboxylate